ClC=1C=NN(C1C(=O)NC1=NC=C(C=C1C)C#CC=1SC=CC1)C1CCN(CC1)C(C(C)C)=O 4-chloro-1-(1-isobutyrylpiperidin-4-yl)-N-(3-methyl-5-(thiophen-2-ylethynyl)pyridin-2-yl)-1H-pyrazole-5-carboxamide